methyl (S)-4-(1-((tert-butoxycarbonyl)amino)-2-hydroxyethyl)benzoate C(C)(C)(C)OC(=O)N[C@H](CO)C1=CC=C(C(=O)OC)C=C1